(R)-4-chloro-N-(piperidin-3-yl)phthalazine-1-amine ClC1=NN=C(C2=CC=CC=C12)N[C@H]1CNCCC1